N-acetyl-D-cysteine tert-butyl-((S)-(7-((R*)-amino(tetrahydro-2H-pyran-4-yl)methyl)imidazo[1,2-b]pyridazin-2-yl)(4,4-difluorocyclohexyl)methyl)carbamate C(C)(C)(C)N(C(O)=O)[C@@H](C1CCC(CC1)(F)F)C=1N=C2N(N=CC(=C2)[C@@H](C2CCOCC2)N)C1.C(C)(=O)N[C@H](CS)C(=O)O |o1:25|